3-(7-(8-Ethyl-7-fluoro-3-hydroxynaphthalen-1-yl)-8-fluoro-2-(((2R,7aS)-2-fluorotetrahydro-1H-pyrrolizin-7a(5H)-yl)methoxy)pyrido[4,3-d]pyrimidin-4-yl)-3-azabicyclo[3.2.1]octan-6-ol C(C)C=1C(=CC=C2C=C(C=C(C12)C1=C(C=2N=C(N=C(C2C=N1)N1CC2CC(C(C1)C2)O)OC[C@]21CCCN1C[C@@H](C2)F)F)O)F